3-bromo-1-(3-chloropyridin-2-yl)-N-(2,4-dichloro-6-(methylcarbamoyl)phenyl)-N-ethyl-1H-pyrazole-5-carboxamide BrC1=NN(C(=C1)C(=O)N(CC)C1=C(C=C(C=C1C(NC)=O)Cl)Cl)C1=NC=CC=C1Cl